Pentane-1,3-dicarbamic acid benzyl tert-butyl ester C(C)(C)(C)OC(NC(CCNC(=O)OCC1=CC=CC=C1)CC)=O